([2-(3,4-epoxycyclohexyl)ethyl]dimethylsiloxy)silane C1(CC2C(CC1)O2)CC[Si](O[SiH3])(C)C